FC1=CC=C(C=C1)N1N=CC=C1S(=O)(=O)C 1-(4-fluorophenyl)-5-(methylsulfonyl)-1H-pyrazole